(2-hydroxyethyl)isodecyloxypropylamine oxide OCC[NH+](CCCOCCCCCCCC(C)C)[O-]